6-bromo-1-(3,4-dimethoxyphenyl)-1H-benzo[d][1,2,3]triazole BrC=1C=CC2=C(N(N=N2)C2=CC(=C(C=C2)OC)OC)C1